1-{2-[(3R)-3,4-dimethylpiperazin-1-yl]-5-fluoropyrimidin-4-yl}-N-(2-{6-methylimidazo[1,2-a]pyridin-3-yl}propan-2-yl)azetidine-3-carboxamide C[C@@H]1CN(CCN1C)C1=NC=C(C(=N1)N1CC(C1)C(=O)NC(C)(C)C1=CN=C2N1C=C(C=C2)C)F